4-cyclopropyl-6-((3-methoxypropyl)sulfinyl)-2-(pyridin-3-yl)thieno[2,3-d]pyrimidin-5-amine C1(CC1)C=1C2=C(N=C(N1)C=1C=NC=CC1)SC(=C2N)S(=O)CCCOC